3-(5,6-dihydrospiro[pyrrolo[1,2-a]imidazole-7,2'-[1,3]dioxolan]-2-yl)-N-methyl-4-(4-(trifluoromethyl)phenoxy)benzenesulfonamide O1C2(OCC1)CCN1C2=NC(=C1)C=1C=C(C=CC1OC1=CC=C(C=C1)C(F)(F)F)S(=O)(=O)NC